6-fluoro-5,8-dibromo-2,3-bis(3-octyloxyphenyl)quinoxaline FC=1C(=C2N=C(C(=NC2=C(C1)Br)C1=CC(=CC=C1)OCCCCCCCC)C1=CC(=CC=C1)OCCCCCCCC)Br